(E)-3-((3-butyl-7-(ethylthio)-5-(4-fluorophenyl)-1,1-dioxido-2,3,4,5-tetrahydro-1,5-benzothiazepin-8-yl)oxy)acrylic acid C(CCC)C1CS(C2=C(N(C1)C1=CC=C(C=C1)F)C=C(C(=C2)O/C=C/C(=O)O)SCC)(=O)=O